C(C)(C)(C)OC(=O)N1C[C@@H]([C@H](C1)NC)F (3S,4S)-3-fluoro-4-(methylamino)pyrrolidine-1-carboxylic acid tert-butyl ester